2-(2-butylbenzo[d]oxazol-6-yl)-3-fluoroprop-2-en-1-amine 4-methylbenzenesulfonate CC1=CC=C(C=C1)S(=O)(=O)O.C(CCC)C=1OC2=C(N1)C=CC(=C2)C(CN)=CF